CS(=O)(=O)C=1C=CC(=C(C1)NCC#CC=1N(C2=CC=CC(=C2C1)NC1CCN(CC1)CC(COC)O)CC(F)(F)F)OC 1-{4-[(2-{3-[(5-methanesulfonyl-2-methoxyphenyl)amino]prop-1-yn-1-yl}-1-(2,2,2-trifluoroethyl)-1H-indol-4-yl)amino]piperidin-1-yl}-3-methoxypropan-2-ol